FC([C@@H](C)NC(C1=CN=CC(=C1N1CC2(CCCN2)CC1)C1=CC=C(C=C1)F)=O)(F)F N-[(R)-2,2,2-trifluoro-1-methylethyl]-4-(1,7-diaza-7-spiro[4.4]nonyl)-5-(p-fluorophenyl)nicotinamide